(2R,3R)-3-(3-(4-trifluoromethylphenyl)isoxazol-5-yl)-2-(2,4-difluorophenyl)-1-(1H-tetrazol-1-yl)butan-2-ol FC(C1=CC=C(C=C1)C1=NOC(=C1)[C@@H]([C@@](CN1N=NN=C1)(O)C1=C(C=C(C=C1)F)F)C)(F)F